(pyridine-2,6-diyl)bis(3,5-di-tert-amyl-[1,1'-biphenyl]-2-ol) N1=C(C=CC=C1C=1C(=C(C(=CC1C(C)(C)CC)C1=CC=CC=C1)O)C(C)(C)CC)C=1C(=C(C(=CC1C(C)(C)CC)C1=CC=CC=C1)O)C(C)(C)CC